C(C)(C)(C)OC(N[C@H](CC=1C(=NC(=C(C1)O)Cl)I)C(C)(C)C)=O (R)-(1-(6-chloro-5-hydroxy-2-iodopyridin-3-yl)-3,3-dimethylbut-2-yl)carbamic acid tert-butyl ester